CONC(=O)C1=C(N=CS1)C(=O)NC1=C(C(=C(C(=C1F)F)C1=CC(=CC=C1)OC([2H])([2H])[2H])F)F N5-methoxy-N4-(2,3,5,6-tetrafluoro-3'-(methoxy-d3)-[1,1'-biphenyl]-4-yl)thiazole-4,5-dicarboxamide